[Eu].[Ag] silver-europium